FC(C=1C=C2CC[C@H](C2=CC1)O)(F)F |r| Racemic-5-(trifluoromethyl)-2,3-dihydro-1H-inden-1-ol